1-[4-(trifluoromethyl)-8-oxa-3,5-diazatricyclo[7.4.0.02,7]trideca-1(13),2,4,6,9,11-hexaen-6-yl]pyrrolidine-2-carboxylate FC(C=1N=C2C3=CC=CC=C3OC2=C(N1)N1C(CCC1)C(=O)[O-])(F)F